2-rel-((R)-oxetane-2-carbonyl)azetidine-3-carboxamide O1[C@H](CC1)C(=O)C1NCC1C(=O)N